C(C)C=1C(=C2C=C(N=CC2=C(N1)NC)NC(=O)C1CC1)C#CC1=CC=C(C=C1)OC N-(6-ethyl-5-((4-methoxyphenyl)ethynyl)-8-(methylamino)-2,7-naphthyridin-3-yl)cyclopropanecarboxamide